CC1(CC(CCC1)CCC(C(=O)O)C(=O)O)C.C1(CC1)CNS(=O)(=O)NC1=NC=CC(=C1F)CC=1C(=C(C(=C(C(=O)N)C1)NC1=C(C=C(C=C1)I)F)F)F 5-[[2-(cyclopropylmethylsulfamoylamino)-3-fluoropyridin-4-yl]methyl]-3,4-difluoro-2-(2-fluoro-4-iodoanilino)benzamide (3,3-dimethylcyclohexyl)ethylpropane-1,3-dioate